5-{[(2-cyanophenyl)methyl]sulfonamido}-1,3-thiazole-4-carboxylic acid C(#N)C1=C(C=CC=C1)CS(=O)(=O)NC1=C(N=CS1)C(=O)O